BrC1=CC=CC=2N=C(OC21)NCCNC(OC(C)(C)C)=O Tert-butyl (2-((7-bromobenzo[d]oxazol-2-yl)amino)ethyl)carbamate